3-[6-(3-methoxy-4-methyl-phenoxy)-3-pyridyl]-6-methyl-1H-imidazo[4,5-b]pyridin-2-one COC=1C=C(OC2=CC=C(C=N2)N2C(NC=3C2=NC=C(C3)C)=O)C=CC1C